4-(4-((2-(4-formylthiophene-2-yl)-4,4-dimethylcyclohex-1-en-1-yl)methyl)piperazin-1-yl)benzoic acid methyl ester COC(C1=CC=C(C=C1)N1CCN(CC1)CC1=C(CC(CC1)(C)C)C=1SC=C(C1)C=O)=O